C(#N)C=1C=C(C=NC1N1N=CC=N1)NC(=O)C=1C=NN(C1C(F)(F)F)C=1C(=NC=CC1)C N-(5-cyano-6-(2H-1,2,3-triazol-2-yl)pyridin-3-yl)-1-(2-methylpyridin-3-yl)-5-(TrisFluoromethyl)-1H-pyrazole-4-carboxamide